C(C)(C)(C)OC(N(C)[C@@H](CC1=CC=CC=C1)C(N[C@@H](CC1=CC=C(C=C1)NS(=O)(=O)O)C=1SC(=CN1)C1=CC=CC=C1)=O)=O {1-[1-(5-phenylthiazol-2-yl)-(S)-2-(4-sulfoaminophenyl)ethylcarbamoyl]-(S)-2-phenylethyl}methyl-carbamic acid tert-butyl ester